(R)-2-hydroxy-3-((7-(5-methyl-1,2,4-oxadiazol-3-yl)isoquinolin-1-yl)amino)-N-(1-methyl-5-pentyl-1H-pyrazol-3-yl)propanamide O[C@@H](C(=O)NC1=NN(C(=C1)CCCCC)C)CNC1=NC=CC2=CC=C(C=C12)C1=NOC(=N1)C